4-[1-(3,4,5-trimethoxyphenyl)propyl]resorcinol COC=1C=C(C=C(C1OC)OC)C(CC)C1=C(C=C(O)C=C1)O